ClC1=CC=C(C=C1)C1=CC=C(C=C1)NC=1N=NNC1 4-((4'-chloro-[1,1'-biphenyl]-4-yl)amino)-1H-1,2,3-triazole